O=C1NC(CCC1N1C(C2=CC=C(C=C2C1)C1N(C2=CC=CC=C2C1(C)C)C(=O)N)=O)=O (2-(2,6-dioxopiperidin-3-yl)-1-oxoisoindolin-5-yl)-3,3-dimethylindoline-1-carboxamide